(2-aminoethyl)-2-(2,5-dioxo-2,5-dihydro-1H-pyrrol-1-yl)propanamide NCCC(C(=O)N)(C)N1C(C=CC1=O)=O